ClC1=C(C=CC(=C1)OC1=CC=CC=C1)C(C1=CNC2=C1C1=C(NC(C3(N1)CC(CC3)[N+]#[C-])=O)C=N2)O 9'-((2-Chloro-4-phenoxyphenyl)(hydroxy)methyl)-3-isocyano-4',7'-dihydrospiro[cyclopentane-1,2'-Pyrrolo[3',2':5,6]pyrido[3,4-b]pyrazine]-3'(1'H)-one